ClC=1C=C(C=NC1)C(=O)NC1=NC=C(C=C1)C1(CCC1)C(NC1=CC=C(C=C1)F)=O 5-chloro-N-(5-{1-[(4-fluorophenyl)carbamoyl]cyclobutyl}pyridin-2-yl)pyridine-3-carboxamide